C(=O)O.C12CNCC2C(C1)NC(=O)C1=C(C=C(C=C1)NC(=O)C=1N(C(=CN1)C=1C(=NN(C1)C1C(C1)(F)F)C(F)(F)F)C)Cl N-(4-((3-azabicyclo[3.2.0]heptan-6-yl)carbamoyl)-3-chlorophenyl)-5-(1-(2,2-difluorocyclopropyl)-3-(trifluoromethyl)-1H-pyrazol-4-yl)-1-methyl-1H-imidazole-2-carboxamide formate